C(CC(=O)O)C(O)O 4-Dihydroxybutanoic acid